tert-butyl 7-((2-hydroxyethyl)sulfonyl)-2-(6-((R)-3-methoxy-2-methyl-3-oxopropyl)pyridin-2-yl)-2,6,6-trimethylheptanoate OCCS(=O)(=O)CC(CCCC(C(=O)OC(C)(C)C)(C)C1=NC(=CC=C1)C[C@H](C(=O)OC)C)(C)C